BrC=1C=C2C(C(=COC2=C(C1)C)C=1C=NC=C(C1)C1(CC(C1)C)C1=NN=CN1C)=O 6-bromo-8-methyl-3-(5-(3-methyl-1-(4-methyl-4H-1,2,4-triazol-3-yl)cyclobutyl)pyridin-3-yl)-4H-chromen-4-one